4-(2-chloro-4-benzoylphenylthio)phenylbis(4-fluorophenyl)sulfonium tetrafluoroborate F[B-](F)(F)F.ClC1=C(C=CC(=C1)C(C1=CC=CC=C1)=O)SC1=CC=C(C=C1)[S+](C1=CC=C(C=C1)F)C1=CC=C(C=C1)F